(R)-(+)-3-(3,4-Dihydroxyphenyl)-lactic acid OC=1C=C(C=CC1O)C[C@H](C(=O)O)O